p-fluoro-4-phenyl-2-butanone FC1=CC=C(C=C1)CCC(C)=O